ClC=1C=C(C=CC1F)[C@H](NC(=O)N1[C@@H](C(NCC1)=O)C)C1CC2CCC(C1)C2(F)F (2R)-N-((R)-(3-chloro-4-fluorophenyl)(8,8-difluorobicyclo[3.2.1]octan-3-yl)methyl)-2-methyl-3-oxopiperazine-1-carboxamide